2-methyl-1-[4-(methylsulfanyl)phenyl]-2-morpholino-propane-1-one CC(C(=O)C1=CC=C(C=C1)SC)(C)N1CCOCC1